CC=1C(C(CCC1)(C)C)C(\C=C\C)=O (2E)-1-(2,6,6-trimethyl-2-cyclohexen-1-yl)-2-buten-1-one